[4-[2-(2,5-Dioxopyrrolidin-1-yl)oxy-2-oxoethyl]phenyl] (Z)-hexadec-9-enoate C(CCCCCCC\C=C/CCCCCC)(=O)OC1=CC=C(C=C1)CC(=O)ON1C(CCC1=O)=O